3-(2-chloro-5-fluoropyrimidin-4-yl)-6-bromoimidazo[1,2-a]Pyridine ClC1=NC=C(C(=N1)C1=CN=C2N1C=C(C=C2)Br)F